(E)-4-methyl-N-(2-(3-oxobut-1-en-1-yl)phenyl)benzenesulfonamide CC1=CC=C(C=C1)S(=O)(=O)NC1=C(C=CC=C1)\C=C\C(C)=O